C1(CC(C(CC1)C(C)C)C1C(=O)NC(C1)=O)C menthylsuccinimide